9-[(2R,3R,4S,5S)-3,4-dihydroxy-5-(hydroxymethyl)-5-(triisopropylsiloxymethyl)-tetrahydrofuran-2-yl]-1H-purin-6-one O[C@H]1[C@@H](O[C@]([C@H]1O)(CO[Si](C(C)C)(C(C)C)C(C)C)CO)N1C=2N=CNC(C2N=C1)=O